(2S,3R,5R,10R,13R,14S,17S)-2,3,14-Trihydroxy-17-[2-(3-Hydroxypyrrolidin-1-yl)acetyl]-10,13-dimethyl-2,3,4,5,9,11,12,15,16,17-decahydro-1H-cyclopenta[a]phenanthren-6-on O[C@H]1C[C@@]2(C3CC[C@@]4([C@H](CC[C@]4(C3=CC([C@@H]2C[C@H]1O)=O)O)C(CN1CC(CC1)O)=O)C)C